F[P-](F)(F)(F)(F)F.C(CCCCCCCC)C1=CC=C(C=C1)[I+]C1=CC=C(C=C1)CCCCCCCCC Di(4-nonylphenyl)iodonium Hexafluorophosphate